Benzyl 4-mercapto-4-methylpiperidine-1-carboxylate SC1(CCN(CC1)C(=O)OCC1=CC=CC=C1)C